NC1CN(CCC1)S(=O)(=O)C1=CC=C(CN2CCC3(CNC3)CC2)C=C1 7-(4-((3-aminopiperidin-1-yl)sulfonyl)benzyl)-2,7-diazaspiro[3.5]nonane